(S)-1-(2-(4-bromo-3-fluorophenyl)-6-chloro-4,7-dioxo-4,7-dihydro-1H-benzo[d]imidazol-5-yl)pyrrolidine-2-carboxylic acid BrC1=C(C=C(C=C1)C1=NC2=C(N1)C(C(=C(C2=O)N2[C@@H](CCC2)C(=O)O)Cl)=O)F